4-oxothieno[2,3-d]pyridazin-5(4H)-acetate O=C1C2=C(C=NN1CC(=O)[O-])SC=C2